[N+](=O)([O-])C=1C=C(C(=NC1)N1N=CC=C1C#N)C(F)(F)F 1-(5-nitro-3-trifluoromethylpyridine-2-yl)-5-cyano-1H-pyrazole